6-(2,4-difluorophenyl)-5-(1H-indol-5-yl)isoindolin-1-one FC1=C(C=CC(=C1)F)C1=C(C=C2CNC(C2=C1)=O)C=1C=C2C=CNC2=CC1